FC=1C=C(C=C2C=CC(=NC12)[C@@H]1COCC1)CN1C[C@H]([C@@H](C1)C)OC=1C=C2CN(C(C2=CC1)=O)C1C(NC(CC1)=O)=O 3-(5-(((3S,4R)-1-((8-Fluoro-2-((R)-tetrahydrofuran-3-yl)quinolin-6-yl)methyl)-4-methylpyrrolidin-3-yl)oxy)-1-oxoisoindolin-2-yl)piperidine-2,6-dione